CN(C(=O)C1=CC=C(COC2=C(C(=O)OC)C=C(C=C2)CN2CC3=CC=CC=C3C2)C=C1)C Methyl 2-((4-(dimethylcarbamoyl)benzyl)oxy)-5-(isoindolin-2-ylmethyl)benzoate